C(C1=CC=CC=C1)N1C(=NC2=C1C=CC=C2NS(=O)(=O)CC)C2=CN(C1=C(N=CC=C12)O)C N-(1-benzyl-2-(7-hydroxy-1-methyl-1H-pyrrolo[2,3-c]pyridin-3-yl)-1H-benzo[d]imidazol-4-yl)ethanesulfonamide